The molecule is a dimethylxanthine that is 3,7-dihydro-1H-purine-2,6-dione which is substituted at positions 1,3 and 7 by a 5-hydroxyhexyl group, methyl group and methyl group, respectively. It is a secondary alcohol and a dimethylxanthine. CC(CCCCN1C(=O)C2=C(N=CN2C)N(C1=O)C)O